2,5-dimethyl-benzoquinone CC=1C(C=C(C(C1)=O)C)=O